6,7-dihydro-4H-pyrazolo[1,5-a]pyrazin-5-yl-[rac-(5s,7s)-7-fluoro-5-phenyl-6,7-dihydro-5H-pyrrolo[1,2-b][1,2,4]triazol-2-yl]methanone N1=CC=C2N1CCN(C2)C(=O)C=2N=C1N(N2)[C@@H](C[C@@H]1F)C1=CC=CC=C1 |r|